BrC=1C=C(C=2OCCN(C2N1)C(=O)OC(C)(C)C)NC1=CC=NC=C1 tert-butyl 6-bromo-8-[(pyridin-4-yl)amino]-2H,3H,4H-pyrido[3,2-b][1,4]oxazine-4-carboxylate